Butyl (E)-3-((3-ethyl-7-(methylthio)-1,1-dioxido-5-phenyl-3-propyl-2,3,4,5-tetrahydro-1,5-benzothiazepin-8-yl)oxy)acrylate C(C)C1(CS(C2=C(N(C1)C1=CC=CC=C1)C=C(C(=C2)O/C=C/C(=O)OCCCC)SC)(=O)=O)CCC